dicyclohexyl-cadmium C1(CCCCC1)[Cd]C1CCCCC1